2-((6-((R)-3-(2-ethoxyphenoxy) piperidin-1-yl) pyrazin-2-yl) amino)-3-methylpiperidine-3-carboxylate C(C)OC1=C(O[C@H]2CN(CCC2)C2=CN=CC(=N2)NC2NCCCC2(C(=O)[O-])C)C=CC=C1